ClC=1N=C(C2=C(N1)C(=C(N=C2OC)Cl)F)N2CCOCCC2 4-{2,7-dichloro-8-fluoro-5-methoxypyrido[4,3-d]pyrimidin-4-yl}-1,4-oxaazepane